C(C)(C)(C)OC(=O)N1CC(CC1)C=1C=CC=2N(C(N=C(N2)C=2C=C(C=3N(C2)C=C(N3)C)F)=O)C1 3-(2-(8-fluoro-2-methylimidazo[1,2-a]pyridin-6-yl)-4-oxo-4H-pyrido[1,2-a][1,3,5]triazin-7-yl)pyrrolidine-1-carboxylic acid tert-butyl ester